2-(3,5-dichloro-4-((1-oxo-2-(4-fluorophenyl)-1,2,3,4-tetrahydroisoquinolin-6-yl)oxy)phenyl)-3,5-dioxo-2,3,4,5-tetrahydro-1,2,4-triazine-6-carbonitrile ClC=1C=C(C=C(C1OC=1C=C2CCN(C(C2=CC1)=O)C1=CC=C(C=C1)F)Cl)N1N=C(C(NC1=O)=O)C#N